3-(5-((6-(4-(4-(8-(4-methylpiperazin-1-yl)quinoxalin-2-yl)-1H-pyrazol-1-yl)piperidin-1-yl)-6-oxohexyl)amino)-1-oxoisoindolin-2-yl)piperidine-2,6-dione CN1CCN(CC1)C=1C=CC=C2N=CC(=NC12)C=1C=NN(C1)C1CCN(CC1)C(CCCCCNC=1C=C2CN(C(C2=CC1)=O)C1C(NC(CC1)=O)=O)=O